C(C)OCCOC=1C=C(C=CC1)CCN 2-(3-(2-ethoxyethoxy)phenyl)ethan-1-amine